3,3-difluoro-3-([1,2,4]triazolo[4,3-a]pyridin-7-yl)propan-1-ol FC(CCO)(C1=CC=2N(C=C1)C=NN2)F